1-(4-phenylmercaptophenyl)-butan-1,2-dione 2-oxime C1(=CC=CC=C1)SC1=CC=C(C=C1)C(C(CC)=NO)=O